ClC1=CC(=C(C=C1)N1CCN(CC1)C1=NC(=NN1C)C1=C(C=CC(=C1)S(=O)(=O)N(C)C)S(=O)(=O)N)F (5-(4-(4-chloro-2-fluorophenyl)piperazin-1-yl)-1-methyl-1H-1,2,4-triazol-3-yl)-N4,N4-dimethylbenzene-1,4-disulfonamide